C(C)(C)(C)OC(=O)C1=CC=NC2=CC=C(C=C12)N1C(CCCC1)=O 6-(2-Oxopiperidin-1-yl)quinoline-4-carboxylic acid tert-butyl ester